4-Methoxy-N-(1-(6,7,8,9-tetrahydro-5H-[1,2,4]triazolo[4,3-a]azepin-3-yl)ethyl)aniline COC1=CC=C(NC(C)C2=NN=C3N2CCCCC3)C=C1